ClC1=CC=C(C(=O)C2=C(C=C(N2C)CC(=O)O)C)C=C1 5-(4-chlorobenzoyl)-1,4-dimethyl-1H-pyrrole-2-acetic acid